2-(((1-glycylpiperidin-4-yl)thio)methyl)-8-methylquinazolin-4(3H)-one NCC(=O)N1CCC(CC1)SCC1=NC2=C(C=CC=C2C(N1)=O)C